C(#N)N1CC2=C(C=C(C=C2C1)CNC(=O)C=1C=NN(C1)C)C1=CC=C(C=C1)C#N N-((2-cyano-7-(4-cyanophenyl)isoindolin-5-yl)methyl)-1-methyl-1H-pyrazole-4-carboxamide